C(CCCC[C@@H]1SC[C@@H]2NC(=O)N[C@H]12)(=O)C(C(N)(N)NC(CCN1C(C=CC1=O)=O)=O)OCCOCC (+)-biotinyl-3-maleimidopropionamido-3,6-dioxaoctanediamine